Tert-butyl (((2S*,3S*)-4-bromo-5-chloro-3-methyl-2-phenyl-2,3-dihydrobenzofuran-2-yl)methyl)carbamate BrC1=C(C=CC2=C1[C@@H]([C@](O2)(C2=CC=CC=C2)CNC(OC(C)(C)C)=O)C)Cl |o1:7,8|